(phenylcarbamoyl)oxy-3-(1H-1,2,4-triazol-1-yl)propanoate C1(=CC=CC=C1)NC(=O)OC(C(=O)[O-])CN1N=CN=C1